FC=1C=C(CN2C(NCC2=O)=O)C=CC1F 1-(3,4-difluorobenzyl)-2,5-dioxoimidazolidin